FC(=CC=1C(=NN2C1C=CC=C2N[C@H]2[C@H](CN(CC2)C)F)C#CCNC2=C(C=C(C(=O)NC)C=C2)OC)F 4-((3-(3-(2,2-difluorovinyl)-7-(((3S,4R)-3-fluoro-1-methylpiperidin-4-yl)amino)pyrazolo[1,5-a]pyridin-2-yl)prop-2-yn-1-yl)amino)-3-methoxy-N-methylbenzamide